(1S,2r)-2-((S)-8-((1-methyl-1H-benzo[d][1,2,3]triazol-5-yl)methoxy)-1-((1-oxoisoindolin-2-yl)methyl)-1,2,3,4-tetrahydroisoquinoline-2-carbonyl)cyclohexane-1-carboxylic acid CN1N=NC2=C1C=CC(=C2)COC=2C=CC=C1CCN([C@@H](C21)CN2C(C1=CC=CC=C1C2)=O)C(=O)[C@H]2[C@H](CCCC2)C(=O)O